O=C1N(CCC(N1)=O)C=1C=C(CN(C=2SC(=C(N2)C)C2=NC(=NC=C2F)NC=2C=C(C=CC2)S(=O)(=O)N)C)C=CC1 3-((4-(2-((3-(2,4-dioxotetrahydropyrimidin-1(2H)-yl)benzyl)(methyl)amino)-4-methylthiazol-5-yl)-5-fluoropyrimidin-2-yl)amino)benzenesulfonamide